1-[5-tert-butyl-2-isopropyl-2H-pyrazol-3-yl]-3-[4-(tetrahydropyridin-4-yl-ethoxy)naphthalen-1-yl]-urea C(C)(C)(C)C=1C=C(N(N1)C(C)C)NC(=O)NC1=CC=C(C2=CC=CC=C12)OCCC1CCNC=C1